CON(C(=O)N1CC=2N(CC1)C(=CN2)C#CC2=CC(=CC=C2)C)C N-methoxy-N-methyl-3-[(3-methylphenyl)ethynyl]-5,6-dihydroimidazo[1,2-a]pyrazine-7(8H)-carboxamide